BrC1=NSC(=N1)S(=O)(=O)C 3-bromo-5-(methylsulfonyl)-1,2,4-thiadiazole